2-((dimethylamino)methyl)-3-(2-methoxyethyl)-6-nitroquinazolin-4(3H)-one CN(C)CC1=NC2=CC=C(C=C2C(N1CCOC)=O)[N+](=O)[O-]